C(N)(=O)C=1OC=2C=NC=3C(=CSC3C2C1)C1CCN(CC1)C(=O)OC(C)(C)C tert-butyl 4-(11-carbamoyl-10-oxa-3-thia-7-azatricyclo[7.3.0.02,6]dodeca-1(9),2(6),4,7,11-pentaen-5-yl)piperidine-1-carboxylate